7,7-difluoro-4-(hydroxymethyl)-6,7-dihydro-5H-cyclopenta[b]pyridine-2-carboxylic acid methyl ester COC(=O)C1=CC(=C2C(=N1)C(CC2)(F)F)CO